The molecule is a triterpenoid saponin isolated from Polygala senega var latifolia and has been shown to exhibit hypoglycemic activity. It has a role as a hypoglycemic agent and a plant metabolite. It is a triterpenoid saponin, a pentacyclic triterpenoid, a cinnamate ester and a hydroxy monocarboxylic acid. It derives from a 4-methoxycinnamic acid. It derives from a hydride of an oleanane. C[C@H]1[C@@H]([C@H]([C@H]([C@@H](O1)O[C@@H]2[C@H]([C@H]([C@H](O[C@H]2OC(=O)[C@@]34CC[C@@]5(C(=CC[C@H]6[C@]5(CC[C@@H]7[C@@]6(C[C@@H]([C@@H]([C@@]7(C)C(=O)O)O[C@H]8[C@@H]([C@H]([C@@H]([C@H](O8)CO)O)O)O)O)C)C)[C@@H]3CC(CC4)(C)C)CO)C)OC(=O)/C=C\\C9=CC=C(C=C9)OC)O)O)O)O[C@H]1[C@@H]([C@H]([C@@H](CO1)O[C@H]1[C@@H]([C@H]([C@H]([C@H](O1)CO)O)O)O)O)O